2-methyloxazoline CC=1OCCN1